4-amino-N-(3-chloro-1-methyl-pyrazol-4-yl)-7-fluoro-N-[[2-fluoro-4-(trifluoromethyl)phenyl]methyl]imidazo[1,5-a]quinoxaline-8-carboxamide NC=1C=2N(C3=CC(=C(C=C3N1)F)C(=O)N(CC1=C(C=C(C=C1)C(F)(F)F)F)C=1C(=NN(C1)C)Cl)C=NC2